C(C)(C)(C)OC(=O)N1C2CC(C1)(C2)C=2N(C(C1=C(N2)NCCC1)=O)CC1=CC=C(C=C1)OC 4-(3-(4-methoxybenzyl)-4-oxo-3,4,5,6,7,8-hexahydropyrido[2,3-d]pyrimidin-2-yl)-2-azabicyclo[2.1.1]hexane-2-carboxylic acid tert-butyl ester